Thiazinane S1NCCCC1